Cl.N1C(CCCC1)CCC1=CC=C(C=C1)C1=C(C(=O)N)C=CC(=C1)C(F)(F)F 4-(2-(Piperidin-2-yl)ethyl)phenyl-4-(trifluoromethyl)benzamide hydrochloride